(2S,4R)-4-((3R,5R,8R,9S,10S,13R,14S,17R)-3-Hydroxy-10,13-dimethylhexadecahydro-1H-cyclopenta[a]phenanthren-17-yl)-2-(((2,2,2-trichloroethoxy)carbonyl)amino)pentanoic acid O[C@@H]1CC[C@@]2([C@H]3CC[C@@]4([C@H](CC[C@H]4[C@@H]3CC[C@@H]2C1)[C@@H](C[C@@H](C(=O)O)NC(=O)OCC(Cl)(Cl)Cl)C)C)C